2,6-dichloro-4-(chloromethyl)-3-methylpyridine ClC1=NC(=CC(=C1C)CCl)Cl